bis(octyldodecyl stearyl) dilinoleate C(CCCCCCC\C=C/C\C=C/CCCCC)(=O)OCCCCCCCCCCCCCCCCCC(CCCCCCCCCCCC)CCCCCCCC.C(CCCCCCC\C=C/C\C=C/CCCCC)(=O)OCCCCCCCCCCCCCCCCCC(CCCCCCCCCCCC)CCCCCCCC